2-(2,6-dioxopiperidin-3-yl)-5-(3-(hydroxymethyl)pyrrolidin-1-yl)isoindoline-1,3-dione O=C1NC(CCC1N1C(C2=CC=C(C=C2C1=O)N1CC(CC1)CO)=O)=O